tert-butyl N-[(3R)-1-[4-[4-[4-[[trans-4-(aminomethyl)cyclohexyl]-difluoro-methyl]-6-chloro-2-pyridyl]piperazin-1-yl]sulfonylphenyl]-5-oxo-pyrrolidin-3-yl]carbamate NC[C@@H]1CC[C@H](CC1)C(C1=CC(=NC(=C1)Cl)N1CCN(CC1)S(=O)(=O)C1=CC=C(C=C1)N1C[C@@H](CC1=O)NC(OC(C)(C)C)=O)(F)F